5'-Bromo-4'-chloro-1'-(4-methoxybenzyl)-1',2'-dihydrospiro[cyclopentane-1,3'-pyrrolo[2,3-b]pyridin] BrC=1C(=C2C(=NC1)N(CC21CCCC1)CC1=CC=C(C=C1)OC)Cl